C(CCC)OC(=O)NS(=O)(=O)C=1SC(=CC1C1=CC=C(C=C1)CN1C=NC=C1)CC(C)C N-butyloxycarbonyl-3-(4-imidazol-1-ylmethyl-phenyl)-5-iso-butylthiophene-2-sulfonamide